N-(5-cyclopentyl-3-fluoropyridin-2-yl)-2-({1-[2-(dimethylamino)ethyl]-1H-1,2,3,4-tetrazol-5-yl}sulfanyl)-5-nitrobenzamide C1(CCCC1)C=1C=C(C(=NC1)NC(C1=C(C=CC(=C1)[N+](=O)[O-])SC1=NN=NN1CCN(C)C)=O)F